5-methyl-1H-indole-2-carboxylate CC=1C=C2C=C(NC2=CC1)C(=O)[O-]